aminoethylaminoethanesulfonate sodium salt [Na+].NCCNC(C)S(=O)(=O)[O-]